dimethyl-di-tert-butyl-hexane CC(C(C(C)(C)C)(C(C)(C)C)C)CCCC